N-{4-methoxy-7-phenyl-[1,3]thiazolo[4,5-c]pyridin-2-yl}-1H-pyrazole COC1=NC=C(C2=C1N=C(S2)N2N=CC=C2)C2=CC=CC=C2